2-hydroxy-3-(piperidin-4-yl)propionic acid methyl ester, hydrochloride Cl.COC(C(CC1CCNCC1)O)=O